(2R,3S,4S,5S)-4-(aminomethyl)-3-(4-chlorophenyl)-4-(5-chloro-2-fluorophenyl)-5-neopentylpyrrolidine-2-carboxylic acid tert-butyl ester C(C)(C)(C)OC(=O)[C@@H]1N[C@H]([C@@]([C@@H]1C1=CC=C(C=C1)Cl)(C1=C(C=CC(=C1)Cl)F)CN)CC(C)(C)C